F[C@H]1C[C@H](N2N=C(N=C21)C(=O)O)C2=CC=CC=C2 (5S,7S)-7-fluoro-5-phenyl-6,7-dihydro-5H-pyrrolo[1,2-b][1,2,4]Triazole-2-carboxylic acid